sulfonylnitrophenol S(=O)(=O)=C1C(C(=CC=C1)O)[N+](=O)[O-]